C(C)(C)[Si](C1=C(C(=C(C(=C1F)F)[B-](C1=C(C(=C(C(=C1F)F)[Si](C(C)C)(C(C)C)C(C)C)F)F)(C1=C(C(=C(C(=C1F)F)[Si](C(C)C)(C(C)C)C(C)C)F)F)C1=C(C(=C(C(=C1F)F)[Si](C(C)C)(C(C)C)C(C)C)F)F)F)F)(C(C)C)C(C)C.C(CCCCCCCCCCCCCCC)[N+](C1=CC=CC=C1)(C)C hexadecyldimethylanilinium tetrakis(4-(triisopropylsilyl)-2,3,5,6-tetrafluorophenyl)borate